C1=CC=CC=2OC3=CC=CC=C3N(C12)CCCS(=O)(=O)O 3-(10H-phenoxazin-10-yl)propane-1-sulfonic acid